OC1=CC=C(C=C1)C1=CC=C2N(CC(NC2=C1)=O)C(C1=CC(=C(C(=C1)OC)OC)OC)=O 7-(4-hydroxyphenyl)-4-(3,4,5-trimethoxybenzoyl)-3,4-dihydroquinoxalin-2(1H)-one